ClC=1C(=C(C=CC1)NC1=NC=NC2=CC=C(C=C12)N1CCN(CC1)C(=O)OC(C)(C)C)F tert-Butyl 4-(4-((3-chloro-2-fluorophenyl)amino)quinazolin-6-yl)piperazine-1-carboxylate